(3aR,6aS)-N-{(1R,6S)-2,2-difluoro-6-[4-(propan-2-yl)piperazin-1-yl]cyclohexyl}-5-(4-methylphenyl)hexahydropyrrolo[3,4-c]pyrrole-2(1H)-carboxamide FC1([C@@H]([C@H](CCC1)N1CCN(CC1)C(C)C)NC(=O)N1C[C@@H]2CN(C[C@@H]2C1)C1=CC=C(C=C1)C)F